O1C(CCCC1)COC1=CC=C(C=C1)B(O)O 4-(TETRAHYDRO-2H-PYRAN-2-YL)METHOXYPHENYLBORONIC ACID